BrC1=CC=C(C(=O)NCC(=O)N2CC3(OCCO3)C[C@H]2C(=O)NCC2=CSC(=C2)C#N)C=C1 (8S)-7-[2-[(4-bromobenzoyl)amino]acetyl]-N-[(5-cyano-3-thienyl)methyl]-1,4-dioxa-7-azaspiro[4.4]nonane-8-carboxamide